methyl (1R,5S,6r)-3-azabicyclo[3.1.0]hexane-6-carboxylate [C@H]12CNC[C@@H]2C1C(=O)OC